ClC(C(=O)C1=CNC2=CC(=C(C=C12)Cl)Cl)(Cl)Cl 2,2,2-trichloro-1-(5,6-dichloro-1H-indol-3-yl)ethanone